FC(C)(F)C=1N=C(SC1)N1CC2(C=3C=NC(=CC31)NC(C)=O)CC2 N-(1'-(4-(1,1-difluoroethyl)thiazol-2-yl)-1',2'-dihydrospiro[cyclopropane-1,3'-pyrrolo[3,2-c]pyridin]-6'-yl)acetamide